NCCC1=CC=C(C=C1)C1=C(C=C(C#N)C=C1)OC1=NC(=NC(=C1)OCCOC)C 4-[4-(2-aminoethyl)phenyl]-3-[6-(2-methoxyethoxy)-2-methylpyrimidin-4-yl]oxybenzonitrile